perfluoro(2-((6-chlorohexyl)oxy)ethyl-sulfonic acid) FC(C(OC(C(C(C(C(C(Cl)(F)F)(F)F)(F)F)(F)F)(F)F)(F)F)(F)F)(S(=O)(=O)O)F